6-((2s,4r)-2-(1-cyclopropyl-1H-pyrazol-4-yl)tetrahydro-2H-pyran-4-yl)-3-methyl-2-(trifluoromethyl)-8-(2,4,5-trifluorophenyl)pyrimido[5,4-d]pyrimidin-4(3H)-one C1(CC1)N1N=CC(=C1)[C@H]1OCC[C@H](C1)C=1N=C(C=2N=C(N(C(C2N1)=O)C)C(F)(F)F)C1=C(C=C(C(=C1)F)F)F